1-(1-benzhydryl-azetidin-3-yl)ethanone C(C1=CC=CC=C1)(C1=CC=CC=C1)N1CC(C1)C(C)=O